(4S,5R,11R,11aR)-1,3,4,6,11,11a-hexahydro-2H-4,11-methanopyrido[1,2-b]isoquinoline C1CC[C@@H]2N3CC=4C=CC=CC4[C@H]([C@H]31)C2